S(=O)(=O)(C1=CC=C(C)C=C1)S(=O)O tosylsulfinic acid